N-[4-(3-Cyanophenyl)-5-(2,6-dimethyl-4-pyridyl)thiazol-2-yl]-1-oxo-2,8-diazaspiro[4.5]decan-8-carboxamid C(#N)C=1C=C(C=CC1)C=1N=C(SC1C1=CC(=NC(=C1)C)C)NC(=O)N1CCC2(CCNC2=O)CC1